C(C1=CC=CC=C1)NC1=NC(=NN2C1=NC=C2)N2C(=CC=1C(=CC=CC21)C(=O)N)C 1-[4-(benzylamino)imidazo[2,1-f][1,2,4]triazin-2-yl]-2-methyl-1H-indole-4-carboxamide